Dichloromethylene diphosphonate P1(=O)OC(Cl)(Cl)OP(O1)=O